(3S)-3-cyclohexyl-3-[4-(1H-pyrrolo[2,3-b]pyridin-4-yl)-1H-pyrazol-1-yl]-propanenitrile C1(CCCCC1)[C@H](CC#N)N1N=CC(=C1)C1=C2C(=NC=C1)NC=C2